p-toluenesulfonic acid calcium [Ca].CC1=CC=C(C=C1)S(=O)(=O)O